2,2,2-trifluoro-1-(2-(5-(trifluoromethyl)-1,2,4-oxadiazol-3-yl)-4,7-dihydrothieno[2,3-c]pyridin-6(5H)-yl)ethan-1-one FC(C(=O)N1CC2=C(CC1)C=C(S2)C2=NOC(=N2)C(F)(F)F)(F)F